C(CC1=CC=CC=C1)C1(CCN(CC1)CC1=CC=C(C=C1)NC(C(C)C)=O)C1=NC=CC=C1 N-(4-((4-phenethyl-4-(pyridin-2-yl)piperidin-1-yl)methyl)phenyl)isobutyramide